[N+](=O)(OC(CO)C1CCN(CC1)S(=O)(=O)C1=CC(=C(C=C1)OCCC)C=1NC(C2=C(N1)C(=CN2C)CCC)=O)[O-] 2-hydroxy-1-(1-((3-(5-methyl-4-oxo-7-propyl-4,5-dihydro-3H-pyrrolo[3,2-d]pyrimidin-2-yl)-4-propoxyphenyl)sulfonyl)piperidin-4-yl)ethyl nitrate